BrCCCCOC1=CC=C(C=C1)C(C=CC1=CC=C(C=C1)F)=O 1-(4-(4-bromobutoxy)phenyl)-3-(4-fluorophenyl)-2-propen-1-one